C(#C)C=1C=C(CNC(C(F)(F)F)=O)C=CC1 N-(3-ethynylbenzyl)-2,2,2-trifluoroacetamide